(1-(4-fluoro-2-formyl-5-methoxyphenoxy)-3-methylbutan-2-yl)carbamic acid tert-butyl ester C(C)(C)(C)OC(NC(COC1=C(C=C(C(=C1)OC)F)C=O)C(C)C)=O